O[C@@]1(C(N(CC1)C)=O)C1=CC(=NO1)C1=CC(=CC=C1)C1=NC=C2C(=N1)N(N=C2)C (R)-3-hydroxy-1-methyl-3-(3-(3-(1-methyl-1H-pyrazolo[3,4-d]pyrimidin-6-yl)phenyl)isoxazol-5-yl)pyrrolidin-2-one